BrC1=CC=C(CN2C(C=CC2)=O)C=C1 1-(4-bromobenzyl)-1,5-dihydro-2H-pyrrol-2-one